N-[1-(4-Chloro-3-cyano-1H-indazol-7-yl)piperidin-4-yl]-5-[4-(dibutoxymethyl)piperidin-1-yl]pyridine-2-carboxamide ClC1=C2C(=NNC2=C(C=C1)N1CCC(CC1)NC(=O)C1=NC=C(C=C1)N1CCC(CC1)C(OCCCC)OCCCC)C#N